C1(CC1)C(=O)NC1=CC(=C(N=N1)C(=O)NC([2H])([2H])[2H])NC1=NC=CC(=C1OC)C1=NN(C=N1)C 6-cyclopropaneamido-4-{[3-methoxy-4-(1-methyl-1H-1,2,4-triazol-3-yl)pyridin-2-yl]amino}-N-(2H3)methylpyridazine-3-carboxamide